C(#N)C(NC1=C(C=C(C=C1)C)C)=S 1-cyano-N-(2,4-dimethylphenyl)methanethioamide